1-(4-(Cyclopropylsulfonyl)phenyl)ethan-1-ol C1(CC1)S(=O)(=O)C1=CC=C(C=C1)C(C)O